(R)-6-((1-((1-(2-Aminopropanamido)-2-methylpropan-2-yl)sulfonyl)cyclopropyl)methyl)-N-(4-cyanobenzyl)-1-methyl-7-oxo-4,5,6,7-tetrahydro-1H-pyrazolo[3,4-c]pyridine-3-carboxamide N[C@@H](C(=O)NCC(C)(C)S(=O)(=O)C1(CC1)CN1C(C2=C(CC1)C(=NN2C)C(=O)NCC2=CC=C(C=C2)C#N)=O)C